ClC1=CC=C(C=C1)N[C@H]1C2=C(C=3N(CC1)N=NC3C)C=CC(=C2)C=2C=NN(C2)C (R)-N-(4-chlorophenyl)-1-methyl-9-(1-methyl-1H-pyrazol-4-yl)-6,7-dihydro-5H-benzo[c][1,2,3]triazolo[1,5-a]azepin-7-amine